N-(7-methyl-6,7,8,9-tetrahydro-5H-pyrido[3,4-d]azepin-3-yl)pivaloamide CN1CCC2=C(CC1)C=C(N=C2)NC(C(C)(C)C)=O